2-((3S,4R)-1-Benzyl-4-(hydroxymethyl)pyrrolidin-3-yl)phenol C(C1=CC=CC=C1)N1C[C@@H]([C@H](C1)CO)C1=C(C=CC=C1)O